NCCCCCCCCC(=O)NC1=C(C(=O)NC=2SC(=C(N2)C)C)C=CC=C1 2-(9-aminononanoylamino)-N-(4,5-dimethylthiazol-2-yl)benzamide